CN(C)CC1=NOC(=N1)C1=NN2C(=NC=3C=CC=CC3C2=N1)N[C@H]1C(NCCCC1)=O (3R)-3-[(2-{3-[(dimethylamino)methyl]-1,2,4-oxadiazol-5-yl}[1,2,4]triazolo[1,5-c]quinazolin-5-yl)amino]azepan-2-one